F[C@H]1C(NC(C[C@H]1N1C=CC2=C1N=NC(=C2)C2=C(C=C(C=C2)N2N=NC=C2)O)(C)C)(C)C 2-{7-[(3R,4R)-3-fluoro-2,2,6,6-tetramethylpiperidin-4-yl]-7H-pyrrolo[2,3-c]pyridazin-3-yl}-5-(1H-1,2,3-triazol-1-yl)phenol